C(OC=1C=C(C(=O)NC)C=CC1)([2H])([2H])[2H] 3-(2H3)methoxy-N-methylbenzamide